CN(C(CNS(=O)(=O)C1=CC=C2C=CNC2=C1)C1=CN(C2=CC=CC=C12)CC1=CN=CS1)C N-(2-(dimethylamino)-2-(1-(thiazol-5-ylmethyl)-1H-indol-3-yl)ethyl)-1H-indole-6-sulfonamide